N-[4-(3,5-dicyclopropyl-1H-pyrazol-1-yl)phenyl]-1H-benzo[d]imidazole-6-carboxamide C1(CC1)C1=NN(C(=C1)C1CC1)C1=CC=C(C=C1)NC(=O)C=1C=CC2=C(NC=N2)C1